ClC=1C(=CC=C2N=CC(=NC12)C=1C=NN(C1)C1CC(C1)(O)C)OC=1C=CC2=C(NC(=N2)C)C1 (1r,3r)-3-(4-(8-chloro-7-((2-methyl-1H-benzo[d]imidazol-6-yl)oxy)quinoxalin-2-yl)-1H-pyrazol-1-yl)-1-methylcyclobutanol